N1N=NC=2N=C(N=CC21)C=2C=CC(=C(C(=O)NC1=CC=C(C=C1)OC(C(F)F)(F)F)C2)F 5-(1H-[1,2,3]Triazolo[4,5-d]pyrimidin-5-yl)-2-fluoro-N-(4-(1,1,2,2-tetrafluoroethoxy)phenyl)benzamide